C(C)(C)OC=1C=C(C=CC1N1C[C@H](CC1)OC1=NC=C(C=C1)C(F)(F)F)C1=CC=CC=C1 (S)-2-(1-(3-isopropoxybiphenyl-4-yl)pyrrolidin-3-yloxy)-5-(trifluoromethyl)pyridine